C(C)(C)(C)OC(=O)C=1C=CC2=C(N(C(=N2)CNC(=O)OCC2=CC=CC=C2)CC)C1 ({[(benzyloxy)carbonyl]amino}methyl)-1-ethyl-1H-1,3-benzodiazole-6-carboxylic acid tert-butyl ester